1-((cis-8-(dimethylamino)-2-oxo-8-phenyl-1,3-diazaspiro[4.5]decan-1-yl)methyl)cyclobutanecarboxamide disodium [Na].[Na].CN(C1(CCC2(CNC(N2CC2(CCC2)C(=O)N)=O)CC1)C1=CC=CC=C1)C